(1aR,5aR)-2-(5-Chloro-pyridin-2-yl)-1a,2,5,5a-tetrahydro-1H-2,3-diaza-cyclopropa[a]pentalene-4-carboxylic acid (1-pyridin-2-yl-cyclobutyl)-amide N1=C(C=CC=C1)C1(CCC1)NC(=O)C=1C=2C[C@@H]3[C@H](C2N(N1)C1=NC=C(C=C1)Cl)C3